6-(pyrazolo[1,5-a]pyridin-6-yl)picolinonitrile N1=CC=C2N1C=C(C=C2)C2=CC=CC(=N2)C#N